C(CCC)N1N=C(C(=C1CC)O)CC(C)C Butyl-3-isobutyl-5-ethyl-4-hydroxy-pyrazol